N1(CCCC2=CC=CC=C12)C1CCC=2C(=NC(=NC2C1)OCC1N(CCC1)C(C)C)N1CC(N(CC1)C(C=CCN(C)C)=O)CC#N 2-(4-(7-(3,4-dihydroquinolin-1(2H)-yl)-2-((1-isopropylpyrrolidin-2-yl)methoxy)-5,6,7,8-tetrahydroquinazolin-4-yl)-1-(4-(dimethylamino)but-2-enoyl)piperazin-2-yl)acetonitrile